FC1(OC2=C(O1)C=CC(=C2)C2CC2)F 1-(2,2-difluorobenzo[d][1,3]dioxol-5-yl)cyclopropane